(S)-2-(4-(6-((4-cyano-2-methoxybenzyl)oxy)-5-fluoropyridin-2-yl)-2,5-difluorobenzyl)-4-fluoro-1-((oxetan-2-yl)methyl)-3-oxo-2,3-dihydro-1H-indazole-6-carboxylic acid C(#N)C1=CC(=C(COC2=C(C=CC(=N2)C2=CC(=C(CN3N(C4=CC(=CC(=C4C3=O)F)C(=O)O)C[C@H]3OCC3)C=C2F)F)F)C=C1)OC